C(#N)N(CCC[N+](C1=CC=CC=C1)(C)C)CC {3-[cyano(ethyl)amino]propyl}dimethylanilinium